(S)-quinuclidin-3-yl (7-bromoisochroman-4-yl)carbamate BrC1=CC=C2C(COCC2=C1)NC(O[C@@H]1CN2CCC1CC2)=O